D-N6-(2-(R)-Propargylglycyl)lysine C(C#C)[C@@H](N)C(=O)NCCCC[C@@H](N)C(=O)O